ClC=1C=NC(=C(C(=O)NC2CCC(CC2)CN2C(N(C3=C2C=CC=C3)C=3C=NC(=CC3)NC(CC)=O)=O)C1)C 5-chloro-2-methyl-N-((1r,4r)-4-((2-oxo-3-(6-propionamidopyridin-3-yl)-2,3-dihydro-1H-benzo[d]imidazol-1-yl)methyl)cyclohexyl)nicotinamide